CO[C@@H]1[C@H]2CC[C@@H](C1)N2C(=O)OC(C)(C)C tert-butyl (1R,2S,4S)-2-methoxy-7-azabicyclo[2.2.1]heptane-7-carboxylate